C(C)C=1C(=C(C(=O)O)C(=C(C1O)C)C)C 3-Ethyl-4-Hydroxy-2,5,6-Trimethylbenzoic Acid